monoethyl-ammonium monomethylsulfate COS(=O)(=O)[O-].C(C)[NH3+]